C(C1=CC=CC=C1)SC1=CC=C(N=N1)NC(C1=C(C=CC=C1)N(S(=O)(=O)C)C)=O N-(6-(benzylthio)pyridazin-3-yl)-2-(N-methylmethylsulfonamido)benzamide